OCC([C@H](C[C@H]1C(NCCC1)=O)NC(=O)C1N(CC2C1CCC2)C(=O)C=2NC1=CC=CC(=C1C2)OC)=O N-[(2S)-4-hydroxy-3-oxo-1-[(3S)-2-oxopiperidin-3-yl]butan-2-yl]-2-(4-methoxy-1H-indole-2-carbonyl)-hexahydro-1H-cyclopenta[c]pyrrole-1-carboxamide